N,N'-dioctyl-3,4,9,10-perylenedicarboximide CCCCCCCCN1C(=O)C2=C3C(=CC=C4C3=C(C=C2)C5=C6C4=CC=C7C6=C(C=C5)C(=O)N(C7=O)CCCCCCCC)C1=O